O=C1C=2N=CNC2N=CN1 6-oxo-6,9-dihydro-1H-purin